2-fluoro-1H-pyrazole-4-carboxamide FN1NC=C(C1)C(=O)N